FC(C1=C(C=C2C=C(NC2=C1)C(=O)NC)F)F 6-(difluoromethyl)-5-fluoro-N-methyl-1H-indole-2-carboxamide